C1(=CC=CC=C1)P([C-]1C=CC=C1)C1=CC=CC=C1.[C-]1(C=CC=C1)P(C1=CC=CC=C1)C1=CC=CC=C1.[Fe+2] 1,1'-bis(diphenyl-phosphino)-ferrocene